C(CCCCCCCC)(=O)OC(CO)CO 1,3-dihydroxyprop-2-yl nonanoate